O=C(C(=O)[O-])CCCCCCC oxo-nonanoate